NC1CCC(CC1)NC1=NC2=CC=C(C=C2C=N1)C1=C(C(=C(C=C1)NS(=O)(=O)C1=C(C=CC=C1)Cl)F)F N-(4-(2-(((1r,4r)-4-aminocyclohexyl)amino)quinazolin-6-yl)-2,3-difluorophenyl)-chlorobenzene-sulfonamide